N-((2-bromophenyl)sulfonyl)-5,5-diphenyl-4,5-dihydroisoxazole-3-carboxamide BrC1=C(C=CC=C1)S(=O)(=O)NC(=O)C1=NOC(C1)(C1=CC=CC=C1)C1=CC=CC=C1